5-(5-(3,5-dichlorophenyl)-5-(trifluoromethyl)-4,5-dihydroisoxazol-3-yl)-N-(thiophen-2-ylmethyl)-5,6-dihydro-4H-thieno[2,3-c]pyrrole-2-carboxamide ClC=1C=C(C=C(C1)Cl)C1(CC(=NO1)N1CC2=C(C1)C=C(S2)C(=O)NCC=2SC=CC2)C(F)(F)F